OCC1=C(N=C(S1)NC1=C(C=CC=C1)S(=O)(=O)N)C1=CC(=NC=C1)C ((5-(hydroxymethyl)-4-(2-methylpyridin-4-yl)thiazol-2-yl)amino)benzenesulfonamide